CN1C2=NC(=NC(=C2N=C1)N1CCC(CC1)OC(F)(F)F)CNC(OC(C)(C)C)=O tert-butyl ((9-methyl-6-(4-(trifluoromethoxy)piperidin-1-yl)-9H-purin-2-yl)methyl)carbamate